ClC=1C(=C(C=CC1)N(CC(=O)NCC)CC)C=O 2-[(3-CHLORO-2-FORMYLPHENYL)(ETHYL)AMINO]-N-ETHYLACETAMIDE